5-Bromo-1-isobutyl-1H-pyrazole-3-carboxylic acid methyl ester COC(=O)C1=NN(C(=C1)Br)CC(C)C